tert-butyl (6-((dimethylamino)methyl)-5-(3-oxocyclopentyl)pyridin-2-yl)carbamate CN(C)CC1=C(C=CC(=N1)NC(OC(C)(C)C)=O)C1CC(CC1)=O